2-(7-fluoro-2H-benzopyran-4-yl)-4-(trifluoromethyl)benzoic acid methyl ester COC(C1=C(C=C(C=C1)C(F)(F)F)C1=CCOC2=C1C=CC(=C2)F)=O